C(C)(CC)C1=NC(=C2C(=N1)N(N=C2)C(C)C)O 6-(sec-butyl)-1-isopropyl-1H-pyrazolo[3,4-d]Pyrimidin-4-ol